COC1=C(C(=CC(=C1)C)OC)C1(C2(CCC(C1(C)C)C2)C)O 2-(2,6'-dimethoxy-4'-methylphenyl)-1,3,3-trimethylbicyclo[2.2.1]-heptan-2-ol